C(C)(C)(C)C=1C=C(C=CC1)NC(NC1=C(C=C(C=C1)CCC1=CC(=NC=C1)NC(C)=O)F)=O N-[4-(2-{4-[3-(3-tert-Butyl-phenyl)-ureido]-3-fluoro-phenyl}-ethyl)-pyridin-2-yl]-acetamide